FC(F)(F)C1C(CCC(C1)N)(C1CCC(CC1)N)C(F)(F)F bis(trifluoromethyl)-4,4'-diaminobicyclohexyl